O=C1C(O)=C([O-])[C@H](O1)[C@@H](O)CO.[K+] potassium L(+)-ascorbate